2-(2-(4-(methylsulfonyl)phenoxy)ethoxy)ethan-1-ol CS(=O)(=O)C1=CC=C(OCCOCCO)C=C1